(6-fluoroquinolin-4-yl)piperazine-1-carboxylic acid tert-butyl ester C(C)(C)(C)OC(=O)N1C(CNCC1)C1=CC=NC2=CC=C(C=C12)F